2,2'-azobis(phenylisobutyronitrile) N(=NC(C#N)(CC1=CC=CC=C1)C)C(C#N)(CC1=CC=CC=C1)C